2-(2-methoxypyrimidinyl)-4,4,5,5-tetramethyl-imidazoline-3-oxide COC1=NC=CC(=N1)C=1NC(C([N+]1[O-])(C)C)(C)C